N[C@]1(CCOC2=C(C(=CC=C12)Br)F)CO (S)-(4-amino-7-bromo-8-fluorochroman-4-yl)methanol